(R)-N-(1-(5-cyanopyrimidin-2-yl)ethyl)-2-(5,6-difluoro-2-oxo-1,2-dihydroquinolin-3-yl)acetamide C(#N)C=1C=NC(=NC1)[C@@H](C)NC(CC=1C(NC2=CC=C(C(=C2C1)F)F)=O)=O